C1(CCCCC1)C[C@H](C(C)C)NC(=O)[C@H]1NCC2=CC(=CC=C2C1)O (3S)-N-[(1R)-1-(cyclohexylmethyl)-2-methylpropyl]-7-hydroxy-1,2,3,4-tetrahydroisoquinoline-3-carboxamide